5-[5-[chloro(difluoro)methyl]-1,2,4-oxadiazol-3-yl]-N-(1-pyridin-2-ylcyclopropyl)pyrimidin-2-amine ClC(C1=NC(=NO1)C=1C=NC(=NC1)NC1(CC1)C1=NC=CC=C1)(F)F